3-(4-butoxyphenyl)-2-[4,7,10-tris(carboxymethyl)-1,4,7,10-tetraazacyclododecan-1-yl]propanoic acid C(CCC)OC1=CC=C(C=C1)CC(C(=O)O)N1CCN(CCN(CCN(CC1)CC(=O)O)CC(=O)O)CC(=O)O